1-(1,3-benzodioxol-5-yl)-N-methylbutan-2-amine O1COC2=C1C=CC(=C2)CC(CC)NC